ClC=1N=C(C2=C(N1)C=C(S2)CN2CCN(CC2)S(=O)(=O)C)N2CC1(OCCO1)CC2 7-(2-chloro-6-((4-(methylsulfonyl)piperazin-1-yl)methyl)thieno[3,2-d]pyrimidin-4-yl)-1,4-dioxa-7-azaspiro[4.4]nonane